C(C)(C)(C)OC(N(CC=1OC=CC1)C1=C2C(=NC(=C1)Cl)C(=C(S2)C[C@H](C=O)NC(=O)OC(C)(C)C)Cl)=O.CSC2=CC=C(C=C2)NC(C)=O N-(4-(methylsulfanyl)phenyl)acetamide tert-butyl-(R)-(2-(2-((tert-butoxycarbonyl)amino)-3-oxopropyl)-3,5-dichlorothieno[3,2-b]pyridin-7-yl)(furan-2-ylmethyl)carbamate